tetrabutyl-ammonium fluorophosphate P(=O)([O-])([O-])F.C(CCC)[N+](CCCC)(CCCC)CCCC.C(CCC)[N+](CCCC)(CCCC)CCCC